dimethyl-silanediyl(4-phenyl-1,5,6,7-tetrahydro-s-indacen-1-yl)(1H-inden-1-yl)zirconium chloride [Cl-].C[Si](=[Zr+](C1C=CC2=CC=CC=C12)C1C=CC2=C(C=3CCCC3C=C12)C1=CC=CC=C1)C